O=C1NC(CCC1N1C(C2=CC=CC(=C2C1)B(O)O)=O)=O 2-(2,6-Dioxopiperidin-3-yl)-1-oxoisoindolin-4-ylboronic acid